5-methylmercaptomethyl-2-oxazolidone methyl-(2S,4R)-1-((R)-2-amino-3-cyclohexylpropionyl)-4-hydroxypyrrolidine-2-carboxylate COC(=O)[C@H]1N(C[C@@H](C1)O)C([C@@H](CC1CCCCC1)N)=O.CSCC1C(N=[C-]O1)=O